C(C1=CC=CC=C1)C=1C=NC(=NC1)N1CC2CN(C(C1)C2)C=2C=NN1C2C=CC(=C1)C=1C=NN(C1)C 3-(3-(5-benzylpyrimidin-2-yl)-3,6-diazabicyclo[3.2.1]octan-6-yl)-6-(1-methyl-1H-pyrazol-4-yl)pyrazolo[1,5-a]pyridine